(S)-7-(1-(2-Fluoro-6-methylphenyl)piperidin-4-yl)-3-methyl-5-(5,6,7,8-tetrahydroquinoxalin-5-yl)pyrido[2,3-b]pyrazin-6(5H)-one FC1=C(C(=CC=C1)C)N1CCC(CC1)C1=CC=2C(=NC(=CN2)C)N(C1=O)[C@@H]1C=2N=CC=NC2CCC1